3-(iso-butyl)pyridin-2-amine C(C(C)C)C=1C(=NC=CC1)N